ClC=1C=NN(C1C1=NN2C(N(C(CC2)=O)CC2=CC(=C(C=C2)C=2N=CN(C2)C(C)C)Cl)=C1)C(C)C 2-(4-chloro-1-isopropyl-1H-pyrazol-5-yl)-4-(3-chloro-4-(1-isopropyl-1H-imidazol-4-yl)benzyl)-6,7-dihydropyrazolo[1,5-a]pyrimidin-5(4H)-one